(R)-4-(6-(1-methyl-1H-pyrazol-4-yl)pyrazolo[1,5-a]pyridin-3-yl)piperazine-1-carboxylic acid CN1N=CC(=C1)C=1C=CC=2N(C1)N=CC2N2CCN(CC2)C(=O)O